isopropyl-dithiophosphate-ethylene C=C.C(C)(C)SP(=S)(O)O